tert-Butyl-(3R)-3-[(1S)-2-tert-butoxy-1-[(3-ethynylphenyl)methyl]-2-oxo-ethyl]pyrrolidine C(C)(C)(C)N1C[C@H](CC1)[C@@H](C(=O)OC(C)(C)C)CC1=CC(=CC=C1)C#C